N[C@@H](CCC(=O)O)C(=O)N[C@@H](CS)C(=O)N[C@@H](CCC(=O)O)C(=O)O glutamylcysteinyl-glutamic acid